C(#N)[C@H](C(C([2H])([2H])[2H])(C([2H])([2H])[2H])C)NC(C(=O)N)C1=CC=CC=C1 (((S)-1-cyano-2-methyl-2-(methyl-d3)propyl-3,3,3-d3)amino)-2-phenylacetamide